1H,2'H-[3,3'-bipyrazole]-4-carboxamide N1N=C(C(=C1)C(=O)N)C=1NN=CC1